C1(CCCC1)COC1=CN=CC(=N1)C1=CC=C(C=C1)NC(C(C)(C)C=1N=C(SC1)NS(=O)(=O)C1CC1)=O N-(4-(6-(cyclopentylmethoxy)pyrazin-2-yl)phenyl)-2-(2-(cyclopropanesulfonamido)thiazol-4-yl)-2-methylpropanamide